[O-2].[Li+].[Fe+2].[Ni+2] nickel-iron-lithium oxide